N-(5-(7'-Fluoro-3'-methyl-2'-oxo-1-propyl-2',3'-dihydrospiro[azetidine-3,1'-pyrrolo[2,3-c]quinolin]-8'-yl)-2-(2-(isopropylamino)ethoxy)pyridin-3-yl)methanesulfonamide FC=1C(=CC=2C3=C(C=NC2C1)N(C(C31CN(C1)CCC)=O)C)C=1C=C(C(=NC1)OCCNC(C)C)NS(=O)(=O)C